FC1(CCC2=CC=C(C=C12)B1OC(C(O1)(C)C)(C)C)F 2-(3,3-difluoro-5-indanyl)-4,4,5,5-tetramethyl-1,3,2-dioxaborolane